C(=O)(O)CN(CCN([C@@H](CCCCN)C(=O)O)CCN(CC(=O)O)CC(=O)O)CC(=O)O N,N-bis[2-[bis(carboxymethyl)amino]ethyl]-L-lysine